COCCOCOC=1C=C(C2=C(C=CC=C2C1)C#C[Si](C(C)C)(C(C)C)C(C)C)O 3-[(2-methoxyethoxy)methoxy]-8-{[tri(propan-2-yl)silyl]ethynyl}naphthalen-1-ol